C(C1=CC=CC=C1)OC1=C(C(=NC(=C1C(C(=O)OC)C)C)Cl)C(=O)OCC ethyl 4-benzyloxy-2-chloro-5-(2-methoxy-1-methyl-2-oxo-ethyl)-6-methyl-pyridine-3-carboxylate